(1R)-1-(3-(difluoromethyl)-2-fluorophenyl)ethylamine hydrochloride Cl.FC(C=1C(=C(C=CC1)[C@@H](C)N)F)F